ClC=1C(N(C(=CC1OCC1=NC=C(C=C1F)F)C1CC1)C1=CC(=NC=C1C)C=1N=C(SC1)C(C)(C)O)=O (R)-3-chloro-6-cyclopropyl-4-((3,5-difluoropyridin-2-yl)methoxy)-2'-(2-(2-hydroxypropan-2-yl)thiazol-4-yl)-5'-methyl-2H-[1,4'-bipyridin]-2-one